C(#N)C1=CC=C(C=C1)C1=CC=C(C=C1)C1=CC=C(C=C1)C=1OC2=C(N1)C(=CC(=C2)C2=CC=CC=C2)C2=CC=CC=C2 2-(4''-cyano-[1,1':4',1'']terphenyl-4-yl)-4,6-diphenyl-benzoxazole